diazabicyclo(4.3.0)nonene C12=NNCCC2CCC1